C(C)N1C(=NC2=C(C=CC=C2C1=O)[C@H](C)NC1=C(C=CC=C1)S(=O)(=O)C)N1CCOCC1 (S)-3-ethyl-8-(1-((2-(methylsulfonyl)phenyl)amino)ethyl)-2-morpholinoquinazolin-4(3H)-one